(3Z)-3-[(2E)-2-(1-(6-methylheptan-2-yl)-7a-methyloctahydro-4H-inden-4-ylidene)ethylidene]-4-methylidenecyclohexanol CC(CCCC(C)C1CCC2\C(\CCCC12C)=C\C=C/1\CC(CCC1=C)O)C